O=C1N(C(C2=CC=CC=C12)=O)CCC\C=C/C=O (Z)-6-(1,3-dioxoisoindolin-2-yl)hex-2-enal